2-{4-[9,10-di(naphthalen-2-yl)-2-anthryl]phenyl}-1-phenyl-1H-benzoimidazole C1=C(C=CC2=CC=CC=C12)C=1C2=CC=CC=C2C(=C2C=CC(=CC12)C1=CC=C(C=C1)C1=NC2=C(N1C1=CC=CC=C1)C=CC=C2)C2=CC1=CC=CC=C1C=C2